C1(CC1)[C@@H](C(C)(C)O)N1CC=2C=NC=C(C2C1=O)NC(=O)C1=C2C(=NC=C1)CCC2 (S)-N-(2-(1-Cyclopropyl-2-hydroxy-2-methylpropyl)-1-oxo-2,3-dihydro-1H-pyrrolo[3,4-c]pyridin-7-yl)-6,7-dihydro-5H-cyclopenta[b]pyridine-4-carboxamide